N1(CCCCCCC1)CC=1C=CC(=C(C1)B(O)O)F [5-(AZOCAN-1-YLMETHYL)-2-FLUOROPHENYL]BORANEDIOL